3-(2-(methyl(propyl)amino)ethyl)-7-methyl-1H-indol-4-ol CN(CCC1=CNC=2C(=CC=C(C12)O)C)CCC